CC=1C=CC=C2C(=CN=NC12)NC1=NC(=NC=C1)NC1=CC(=CC(=C1)C(F)(F)F)N1CCOCC1 N4-(8-methylcinnolin-4-yl)-N2-(3-morpholino-5-(trifluoromethyl)phenyl)pyrimidine-2,4-diamine